BrC1=C(N=CS1)C 5-bromo-4-methyl-1,3-thiazole